C(C1=CC=CC=C1)OC(C(=O)NNC(OC(C)(C)C)=O)(CC=C)C(F)(F)F tert-Butyl N-[[2-benzyloxy-2-(trifluoromethyl)pent-4-enoyl]amino]carbamate